COC1=CC(=C2CCCC2=C1)N1CCC(CC1)COC1=NC=CC=C1 2-((1-(6-methoxy-2,3-dihydro-1H-inden-4-yl)piperidin-4-yl)methoxy)pyridine